N-tert-butyl-2-(3,8-diazabicyclo[3.2.1]oct-8-yl)acetamide, hydrochloride Cl.C(C)(C)(C)NC(CN1C2CNCC1CC2)=O